C(C1=CC=CC=C1)OC1=C(C=C2CC(N(C2=C1F)C1=CC=C(C=C1)N1CCC(CC1)(C)C)=O)F 6-(benzyloxy)-1-(4-(4,4-dimethylpiperidin-1-yl)phenyl)-5,7-difluoroindolin-2-one